C(=O)(O)CN(C(CN(CC(=O)O)CCN(CC(=O)O)CC(=O)O)CC1=CC=C(C=C1)OCC)CC(=O)O N-[2-[bis(carboxymethyl)amino]-3-(4-ethoxyphenyl)propyl]-N-[2-[bis(carboxymethyl)-amino]ethyl]glycine